COC=1C=C(C=C2CCN(C(C12)=O)CC(F)(F)F)C1=CN=C2N1C=CC(=C2)OCCN2CCCCC2 8-methoxy-6-[7-[2-(1-piperidyl)ethoxy]imidazo[1,2-a]pyridin-3-yl]-2-(2,2,2-trifluoroethyl)-3,4-dihydroisoquinolin-1-one